5-[(3-chlorophenyl)methyl]-7-hexyl-5H,6H,8H,7H,10H-cyclohepta[b]indole-4-carboxylic acid ClC=1C=C(C=CC1)CN1C2=C(C3=CC=CC(=C13)C(=O)O)CCCC(C2)CCCCCC